CN1CCC(CC1)CC1CCNCC1 1-methyl-4-(4-piperidinylmethyl)piperidine